4-(2-((1-(3-(2,4-dioxotetrahydropyrimidin-1(2H)-yl)-4-(trifluoromethoxy)benzoyl)piperidine-4-yl)methoxy)ethyl)piperidine-1-carboxylate O=C1N(CCC(N1)=O)C=1C=C(C(=O)N2CCC(CC2)COCCC2CCN(CC2)C(=O)[O-])C=CC1OC(F)(F)F